(5-{4-[(1H-1,6-diazainden-7-yl)carbonyl]-1-piperazinyl}-2-(1,1-dimethyl-1,3-dihydro-5-isobenzofuranyl)-6-ethyl-4-oxo-1,3,3a,7-tetraaza-7-indenyl)acetamide N1C=CC2=CC=NC(=C12)C(=O)N1CCN(CC1)C=1C(N2N=C(N=C2N(C1CC)CC(=O)N)C=1C=C2COC(C2=CC1)(C)C)=O